2-(1-(1H-imidazole-1-carbonyl)piperidin-4-ylidene)-2-(3,5-difluoro-phenyl)acetonitrile N1(C=NC=C1)C(=O)N1CCC(CC1)=C(C#N)C1=CC(=CC(=C1)F)F